ClC1=C(C(=CC=C1)C)C=1C=C2C=NC(=NC2=C(C1)NC1CCN(CC1)C)N 6-(2-chloro-6-methyl-phenyl)-N8-(1-methyl-4-piperidyl)quinazoline-2,8-diamine